N-{[4-(2-methylpyridine-3-sulfonyl)phenyl]methyl}thieno[2,3-c]pyridine-2-carboxamide CC1=NC=CC=C1S(=O)(=O)C1=CC=C(C=C1)CNC(=O)C1=CC=2C(=CN=CC2)S1